C=1CC(C=C2C=CC3=C4C=CC(C4=CC=C3C12)=O)=O 3H-cyclopenta[a]phenanthrene-3,17(2H)-dione